O1CCC(CC1)C1CNCC1 3-(oxan-4-yl)pyrrolidine